1-(4-(methoxymethoxy)phenyl)-1,4-heptadien-3-one COCOC1=CC=C(C=C1)C=CC(C=CCC)=O